CN1C(C(=CC2C=CC=CC12)C(=O)NC=1C=NN(C1)C)=O 1-Methyl-N-(1-methylpyrazol-4-yl)-2-oxo-4a,8a-dihydroquinoline-3-carboxamide